The molecule is a linear tetrapyrrole anion obtained by deprotonation of the two carboxy groups and protonation of the imine nitrogen of biliverdin delta; It is the major microspecies at pH 7.3 (according to Marvin v 6.2.0.). It is a linear tetrapyrrole anion and a dicarboxylic acid monoanion. It is a conjugate base of a biliverdin delta. CC1C(=C(NC1=O)/C=C\\2/C(=C(/C(=C/C3=N/C(=C\\C4=[NH+]C(=O)C(=C4CCC(=O)[O-])C)/C(=C3C)CCC(=O)[O-])/N2)C=C)C)C=C